C(C)C=1C=C(C=CC1)C1=CC(=C(C(=O)NCCCCCN(C)CC(=O)N2CCN(CC2)C(C2=C(C=CC(=C2)CC2=NNC(C3=CC=CC=C23)=O)F)=O)C(=C1)F)F 4-(3-ethylphenyl)-2,6-difluoro-N-[5-[[2-[4-[2-fluoro-5-[(4-oxo-3H-phthalazin-1-yl)methyl]benzoyl]piperazin-1-yl]-2-oxo-ethyl]-methyl-amino]pentyl]benzamide